CN1C(N(C(=C1)C#N)C)C#N 1,3-dimethyl-imidazoledinitrile